isopropyl 4-(methoxymethyl)-6-(pyridin-4-ylmethoxy)-9H-pyrido[3,4-b]indole-3-carboxylate COCC1=C(N=CC=2NC3=CC=C(C=C3C21)OCC2=CC=NC=C2)C(=O)OC(C)C